OC1=C(C=CC(=C1)N)C=1SC2=C(N1)C=CC=C2 2-(2'-hydroxy-4'-aminophenyl)benzothiazole